1,3,6-triisocyanatomethylhexane N(=C=O)CCCC(CCCCN=C=O)CN=C=O